C(C)OC(=O)C1C2C=CC(C1)C2=O 5-ethoxycarbonyl-7-oxo-bicyclo[2.2.1]Hept-2-ene